O1C(OCC1)C=1C(=NC=CC1)C1=CC=C(C=C1)B1OC(C(O1)(C)C)(C)C (1,3-dioxolan-2-yl)-2-[4-(4,4,5,5-tetramethyl-1,3,2-dioxaborolan-2-yl)phenyl]pyridine